C(C1=CC=CC=C1)(=O)OC[C@H]1N([C@@H](C1)CC#N)C(=O)OC(C)(C)C tert-butyl (2S,4S)-2-(benzoyloxymethyl)-4-(cyanomethyl)azetidine-1-carboxylate